NC1=C(C2=C(CSC23CN(C3)C3=C2N=CN(C2=NC(=N3)Cl)CC=3C(=NC=CC3)NCC3=C(C=C(C=C3)OC)OC)S1)C#N 2-amino-1'-[2-chloro-9-[[2-[(2,4-dimethoxyphenyl)methylamino]-3-pyridyl]methyl]purin-6-yl]spiro[6H-thieno[2,3-c]thiophene-4,3'-azetidine]-3-carbonitrile